ethyl (Z)-6-(5-fluoro-2-oxoindolin-3-ylidene)-2,4-dimethyl-1,4,5,6-tetrahydrocyclopenta[b]pyrrole-3-carboxylate FC=1C=C2/C(/C(NC2=CC1)=O)=C/1\CC(C2=C1NC(=C2C(=O)OCC)C)C